[N+](=O)([O-])C1=CC=C(C=C1)S(=O)(=O)N1CCC[C@H](C1)OS(=O)(=O)C1=CC=C(C=C1)[N+](=O)[O-] (2S,5R)-1-(p-nitrobenzenesulfonyl)-5-(p-nitrobenzenesulfonyloxy)-piperidine